NC1=C(C=CC=C1)C1(C2=C(N=CN1)C(=CN2C2=C(C=C(C=C2)OC2=NC=CC(=N2)C)F)C)NCC2=CC=C(C=C2)OC 4-(aminophenyl)-5-(2-fluoro-4-((4-methylpyrimidin-2-yl)oxy)phenyl)-N-(4-methoxybenzyl)-7-methyl-5H-pyrrolo[3,2-d]pyrimidin-4-amine